NCCC(C)C1=CC=C(C=C1)NC1C(NC(CC1)=O)=O 3-{[4-(4-aminobutan-2-yl)phenyl]amino}piperidine-2,6-dione